acrylic acid-2-isocyanoethyl ester [N+](#[C-])CCOC(C=C)=O